cis-N-(4-ethoxy-2-fluoro-5-(1-methyl-1H-1,2,4-triazol-3-yl)phenyl)-3-methyl-6-azabicyclo[3.1.1]heptane-6-carboxamide C(C)OC1=CC(=C(C=C1C1=NN(C=N1)C)NC(=O)N1C2CC(CC1C2)C)F